rac-5-[6-[2-(3-pyridylmethyl)quinuclidin-3-yl]oxopyridazin-3-yl]-1H-indole N1=CC(=CC=C1)CC1N2CCC(C1C1=CC(C(N=N1)C=1C=C3C=CNC3=CC1)=O)CC2